O=C1N(C(CN1)=O)CCOCCNC(O[C@H]1[C@H](NC[C@@H]1O)CC1=CC=C(C=C1)OC)=O (2R,3S,4S)-4-hydroxy-2-[(4-methoxyphenyl) methyl]pyrrolidin-3-yl N-{2-[2-(2,5-dioxoimidazolidin-1-yl) ethoxy]ethyl}carbamate